4-(4-chlorobenzoyl)-1H-pyrrole-2-carboxylic acid ClC1=CC=C(C(=O)C=2C=C(NC2)C(=O)O)C=C1